(6-(4-(2-(tetrahydro-2H-pyran-4-yl)phenyl)piperidin-1-yl)-2-azaspiro[3.4]octan-2-yl)methanone O1CCC(CC1)C1=C(C=CC=C1)C1CCN(CC1)C1CC2(CN(C2)C=O)CC1